decanoic acid 3-octyltridecyl ester C(CCCCCCC)C(CCOC(CCCCCCCCC)=O)CCCCCCCCCC